Pentafluoro-(2-phenylallyl)-λ6-sulphane FS(CC(=C)C1=CC=CC=C1)(F)(F)(F)F